1-((2R,4S,5R)-4-((tert-butyldimethylsilyl)oxy)-5-((R)-1-hydroxyethyl)tetrahydrofuran-2-yl)-5-fluoropyrimidine-2,4(1H,3H)-dione [Si](C)(C)(C(C)(C)C)O[C@H]1C[C@@H](O[C@@H]1[C@@H](C)O)N1C(NC(C(=C1)F)=O)=O